FC1(CC(CC1)C1=CC(=C(C=N1)C1CN(CC1)C(=O)OC(C)(C)C)C1=NN(C=C1)C)F tert-butyl 3-(6-(3,3-difluorocyclopentyl)-4-(1-methyl-1H-pyrazol-3-yl)pyridin-3-yl)pyrrolidine-1-carboxylate